ClC1=C(C=CC2=CC=CC=C12)NC(=O)OCC1=CC=CC=C1 benzyl 1-chloro-2-naphthalenecarbamate